phthalic acid bis(2-propylheptyl) ester C(CC)C(COC(C=1C(C(=O)OCC(CCCCC)CCC)=CC=CC1)=O)CCCCC